(3R,4R)-N-[7-(4-chlorophenyl)-5-methylimidazo[4,3-f][1,2,4]triazin-2-yl]-3-fluoropiperidin-4-amine hydrochloride Cl.ClC1=CC=C(C=C1)C1=NC(=C2C=NC(=NN21)N[C@H]2[C@@H](CNCC2)F)C